[Cl-].CCCC(CCC)C1=C(C(=CC=C1)C(CCC)CCC)N1C=[N+](C=C1)C1=C(C=CC=C1C(CCC)CCC)C(CCC)CCC 1,3-Bis[2,6-di(heptan-4-yl)phenyl]imidazolium chloride